C(#N)C1=C(C=CC=C1NC(=O)C=1N=C2N(CCNC2)C1)C1=C(C(=CC=C1)OC)F N-(2-Cyano-2'-fluoro-3'-methoxybiphenyl-3-yl)-5,6,7,8-tetrahydroimidazo[1,2-a]pyrazin-2-carboxamid